BrCC1=C(SC(=C1)Cl)C1=CC=C(C(=N1)C)O[C@@H]1C[C@H](CCC1)C(=O)[O-] (1S,3S)-3-((6-(3-(Bromomethyl)-5-chlorothiophen-2-yl)-2-methylpyridin-3-yl)oxy)cyclohexane-1-carboxylate